N-[2-{(1R)-6-[(benzyloxy)carbonyl]-6-azaspiro[2.5]oct-1-yl}-3-methoxyprop-2-en-1-ylidene]-N-methyl-ammonium carbonate C([O-])([O-])=O.C(C1=CC=CC=C1)OC(=O)N1CCC2(C[C@H]2C(C=[NH+]C)=COC)CC1.C(C1=CC=CC=C1)OC(=O)N1CCC2(C[C@H]2C(C=[NH+]C)=COC)CC1